(S)-N1-Ethyl-N6-(1-(2-(1-adamantyl(methyl)amino)-2-oxoethyl)-2-oxo-1,2-dihydropyridin-3-yl)-5-(1-methyl-1H-imidazol-5-carboxamido)-2-oxohexandiamid C(C)NC(C(CC[C@@H](C(=O)NC=1C(N(C=CC1)CC(=O)N(C)C12CC3CC(CC(C1)C3)C2)=O)NC(=O)C2=CN=CN2C)=O)=O